C(C=C)(=O)OCCCCCCCCC[Si](C)(C)F acryloxynonylfluorodimethylsilane